2,2,6,6-tetramethyl-piperidine-N-oxide CC1([NH+](C(CCC1)(C)C)[O-])C